tert-butyl pyrrolo[3,4-b]pyridine-6-carboxylate N=1C=2C(C=CC1)=CN(C2)C(=O)OC(C)(C)C